ClC=1C=C(C=C(C1)NS(=O)(=O)C)NC(=O)C=1SC(=C(C1)C1=NC=C(C=C1OC)C(F)(F)F)C N-(3-chloro-5-(methylsulfonamido)phenyl)-4-(3-methoxy-5-(trifluoromethyl)pyridin-2-yl)-5-methylthiophene-2-carboxamide